CON(C1=CC=CC=C1)C methoxy-methyl-aniline